N-[1-methyl-3-(trifluoromethyl)-1H-pyrazol-5-yl]-3-(thiazol-5-yl)quinoline CN1N=C(C=C1N1CC(=CC2=CC=CC=C12)C1=CN=CS1)C(F)(F)F